2-chloro-4-(anilino)pyrimidine-5-carbonitrile ClC1=NC=C(C(=N1)NC1=CC=CC=C1)C#N